N[C@@H]1C2=CC(=CC=C2CC12CCN(CC2)C=2N(C(C1=C(N2)NN=C1C1=C(C(=CC=C1)Cl)Cl)=O)C)F (S)-6-(1-amino-6-fluoro-1,3-dihydrospiro[indene-2,4'-piperidin]-1'-yl)-3-(2,3-dichlorophenyl)-5-methyl-1,5-dihydro-4H-pyrazolo[3,4-d]pyrimidin-4-one